toluene-2,5-diamine hydrochloride Cl.CC=1C(=CC=C(C1)N)N